FC(N1N=CC=C1C=1C=C(C=CC1CNC(C=C)=O)C1=CC=C(C=C1)F)F N-((3-(1-(difluoromethyl)-1H-pyrazol-5-yl)-4'-fluoro-[1,1'-biphenyl]-4-yl)methyl)acrylamide